Dioctyl octylphosphonate C(CCCCCCC)P(OCCCCCCCC)(OCCCCCCCC)=O